N-(5-methylthiazol-2-yl)-2-(4-(pyridazin-3-yl)phenyl)acetamide CC1=CN=C(S1)NC(CC1=CC=C(C=C1)C=1N=NC=CC1)=O